7-chloro-2-(2-cyclopropyl-4-fluorophenyl)-8-hydroxy-3-(isoxazol-5-ylmethyl)benzo[4,5]thieno[2,3-d]pyrimidin-4(3H)-one ClC1=C(C2=C(C3=C(N=C(N(C3=O)CC3=CC=NO3)C3=C(C=C(C=C3)F)C3CC3)S2)C=C1)O